(E)-3-[3-Butoxy-4-(methoxymethoxy)phenyl]-1-(2-hydroxyphenyl)prop-2-en-1-one C(CCC)OC=1C=C(C=CC1OCOC)/C=C/C(=O)C1=C(C=CC=C1)O